3-(((methylsulfonyl)oxy)methyl)azetidine-1,3-dicarboxylic acid 1-(tert-butyl) 3-ethyl ester C(C)OC(=O)C1(CN(C1)C(=O)OC(C)(C)C)COS(=O)(=O)C